5-((5-bromo-1H-pyrazol-3-yl)amino)pyrazine-2-carbonitrile BrC1=CC(=NN1)NC=1N=CC(=NC1)C#N